1,4-dimethylpyridinium C[N+]1=CC=C(C=C1)C